3H-spiro[furo[2,3-c]pyridine-2,3'-pyrrolidine] hydrogen chloride Cl.N1CC2(CC1)CC=1C(=CN=CC1)O2